(R)-methyl 3-((2-(5-fluoro-1-tosyl-1H-pyrrolo[2,3-b]pyridin-3-yl)-6-phenylpyrimidin-4-yl)amino)-4,4-dimethylpentanoate FC=1C=C2C(=NC1)N(C=C2C2=NC(=CC(=N2)N[C@H](CC(=O)OC)C(C)(C)C)C2=CC=CC=C2)S(=O)(=O)C2=CC=C(C)C=C2